N1C=NC2=C1C=CC=N2 IMIDAZO-PYRIDIN